7-bromo-9-(1-hydroxyethyl)-2-morpholino-pyrido[1,2-a]Pyrimidin-4-one BrC=1C=C(C=2N(C(C=C(N2)N2CCOCC2)=O)C1)C(C)O